C(#N)OC1=C(CC(C=C1)(C)OC#N)C 1,4-dicyanooxy-2,4-dimethyl-benzene